OC1=CC=C(C=C2C(N(C(S2)=NN=C2C(NC3=CC=C(C=C23)Br)=O)C2=CC=C(C=C2)OC)=O)C=C1 3-(2-(5-(4-hydroxybenzylidene)-3-(4-methoxyphenyl)-4-oxothiazolidine-2-ylidene)hydrazono)-5-bromoindol-2-one